(2-aminoethyl)pyrrolidin-2-one hydrochloride Cl.NCCN1C(CCC1)=O